2,4,6-triacetyl-aminotoluene methyl-4-bromo-3-((N-(2-((tert-butyldimethylsilyl)oxy)ethyl)-N-methylaminosulfonyl)methyl)benzoate COC(C1=CC(=C(C=C1)Br)CS(=O)(=O)N(C)CCO[Si](C)(C)C(C)(C)C)=O.C(C)(=O)C1=C(CN)C(=CC(=C1)C(C)=O)C(C)=O